BrC=1CC=2C=C3CCCC3=CC2C1 6-bromo-1,2,3,5-tetrahydro-s-indacene